10-ethoxy-9,9-dimethyldecan-1-amine C(C)OCC(CCCCCCCCN)(C)C